methyl 1-(4-(1-(tert-butoxycarbonyl)azetidin-3-yl)-2,6-diethylbenzyl)-piperidine-4-carboxylate C(C)(C)(C)OC(=O)N1CC(C1)C1=CC(=C(CN2CCC(CC2)C(=O)OC)C(=C1)CC)CC